N-(2-(4-((1R,4R)-2-oxa-5-azabicyclo[2.2.1]heptan-5-yl)piperidin-1-yl)-5-((6-((R)-3-(3,5-difluorophenyl)isoxazolidin-2-yl)pyrimidin-4-yl)amino)-6-methoxypyridin-3-yl)acryl-amide [C@H]12OC[C@H](N(C1)C1CCN(CC1)C1=NC(=C(C=C1NC(C=C)=O)NC1=NC=NC(=C1)N1OCC[C@@H]1C1=CC(=CC(=C1)F)F)OC)C2